COCC1(CC1)N 1-(methoxymethyl)cyclopropane-1-amine